3-[4-[(Dimethylamino)methyl]-3-hydroxyphenyl]-1-(4-methoxyphenyl)prop-2-en-1-one CN(C)CC1=C(C=C(C=C1)C=CC(=O)C1=CC=C(C=C1)OC)O